ClC=1C=C2C=NC(=NC2=CC1N1C[C@@H](CC1)N(C)C)NC=1C=NN(C1Cl)CC(F)F 6-chloro-N-[5-chloro-1-(2,2-difluoroethyl)-1H-pyrazol-4-yl]-7-[(3R)-3-(dimethylamino)pyrrolidin-1-yl]quinazolin-2-amine